C(C=C)(=O)OCCN(CC)CC 2-(N,N-Diethylamino)ethyl acrylate